C(#N)C1=CC=C(C=C1)NC1=NC(=NC2=CC(=CC=C12)F)SC(C(=O)O)(C)C ((4-((4-cyanophenyl)amino)-7-fluoroquinazolin-2-yl)thio)-2-methylpropanoic acid